FC=1C(=CC(=C(C(=O)O)C1)NC1=C(C=C(C=C1)F)C)OC(F)(F)F 5-fluoro-2-((4-fluoro-2-methyl-phenyl)amino)-4-(trifluorometh-oxy)benzoic acid